6-(1-(5-fluoro-2-(1-methyl-1H-pyrazol-4-yl)phenyl)ethyl)-7,8-dihydro-1,6-naphthyridine-5(6H)-one FC=1C=CC(=C(C1)C(C)N1C(C=2C=CC=NC2CC1)=O)C=1C=NN(C1)C